5-bromo-7-methoxy-1-methylquinolin-1-ium iodide [I-].BrC1=C2C=CC=[N+](C2=CC(=C1)OC)C